(3'r,11a's)-N-(2,4-difluorophenyl)-6'-hydroxy-3'-methyl-5',7'-dioxo-5',7',11',11a'-tetrahydro-3'h-spiro[cyclohexane-1,2'-oxazolo[3,2-a]pyrido[1,2-d]pyrazine]-8'-carboxamide FC1=C(C=CC(=C1)F)NC(=O)C=1C(C(=C2N(C[C@H]3N(C2=O)[C@@H](C2(O3)CCCCC2)C)C1)O)=O